4,4'-p-di-n-pentylazobenzene C(CCCC)C1=CCC(C=C1)(N=NC1=CC=CC=C1)CCCCC